folamide C(CC[C@@H](C(=O)O)NC(=O)C1=CC=C(NCC2=CN=C3N=C(N)NC(=O)C3=N2)C=C1)(=O)N